ethyl 1-methyl-6-((1-((2-(3-methyl-4,5-dihydroisoxazol-5-yl)propan-2-yl)sulfonyl)cyclopropyl)methyl)-7-oxo-4,5,6,7-tetrahydro-1H-pyrazolo[3,4-c]pyridine-3-carboxylate CN1N=C(C2=C1C(N(CC2)CC2(CC2)S(=O)(=O)C(C)(C)C2CC(=NO2)C)=O)C(=O)OCC